C1(=CC=CC=C1)C1CCC=2N1C1=C(N2)C=CC(=C1)C=1C=C(OCC#N)C=CC1 2-(3-(1-phenyl-2,3-dihydro-1H-benzo[d]pyrrolo[1,2-a]imidazol-7-yl)phenoxy)acetonitrile